7-(2-chlorophenyl)-3-(4-(piperazin-1-yl)pyridin-3-yl)quinazoline-2,4(1H,3H)-dione ClC1=C(C=CC=C1)C1=CC=C2C(N(C(NC2=C1)=O)C=1C=NC=CC1N1CCNCC1)=O